C(C1=CC=CC=C1)OC1=C(OC2=C(C=CC=C2)C(CNC(OC(C)(C)C)=O)O)C=C(C=C1)F tert-butyl (2-(2-(2-(benzyloxy)-5-fluorophenoxy)phenyl)-2-hydroxyethyl)carbamate